C(C)(C)N1C(C(=C(C[C@H]1C)C1=CC=C(C=C1)C(F)(F)F)C1=CC=C(C=C1)C(F)(F)F)=O (R)-1-Isopropyl-6-methyl-3,4-bis(4-(trifluoromethyl)phenyl)-5,6-dihydropyridin-2(1H)-one